C[Si](C)(C)C#CC=1C=CC(=NC1)CNC1CC1 N-((5-((trimethylsilyl)ethynyl)pyridin-2-yl)methyl)cyclopropylamine